FC1=CC=C(C=C1)NC(=O)C=1C=NC=CC1 N-(4-fluorophenyl)pyridine-3-carboxamide